C(C=CC=CC)(=O)O 2,4-hexanedienoic acid